Arsindolizine C=1C=C[As]2C=CC=CC12